1,5-diphenylcarbazide C1(=CC=CC=C1)NNC(=O)NNC1=CC=CC=C1